C(C1=CC=CC=C1)OC1=C(C(=NC(=C1C)C)C1=C(C=C(C=C1)C(C)(C)C)C)CO [4-benzyloxy-2-(4-tert-butyl-2-methyl-phenyl)-5,6-dimethyl-3-pyridyl]methanol